C(C)(C)(C)OC(=O)N1C(CCC1)C#C[C@H](O)[C@]1(CN(CC1)C(=O)OCC1=CC=CC=C1)OC benzyl (3S)-3-((1S)-3-(1-(tert-butoxycarbonyl)pyrrolidin-2-yl)-1-hydroxyprop-2-yn-1-yl)-3-methoxypyrrolidine-1-carboxylate